CC1=C(C2=C(N=CN=C2NC2(CC2)C)O1)C(=O)N1CC(CC1)C1=CC(=CC=C1)C 6-methyl-N-(1-methylcyclopropyl)-5-[3-(3-methylphenyl)pyrrolidine-1-carbonyl]furo[2,3-d]pyrimidin-4-amine